ClC1=NC(=C2N=CN(C2=N1)C(C)C)NCC1=C(C=CC=C1)N1N=C(C=C1)C(C)(C)OC 2-chloro-9-isopropyl-N-({2-[3-(2-methoxypropan-2-yl)pyrazol-1-yl]phenyl}methyl)purin-6-amine